4-(4-hydroxy-3-methoxyphenyl)-5-methyl-6-phenyl-2-amino-3-cyanopyridine OC1=C(C=C(C=C1)C1=C(C(=NC(=C1C)C1=CC=CC=C1)N)C#N)OC